2-[4-(4-chlorophenyl)-5-(pyridin-4-yl)-1H-imidazol-1-yl]-1-[2-(oxetan-3-yl)-2,7-diazaspiro[3.5]nonan-7-yl]ethan-1-one ClC1=CC=C(C=C1)C=1N=CN(C1C1=CC=NC=C1)CC(=O)N1CCC2(CN(C2)C2COC2)CC1